[N+](=O)([O-])C1=C(C=CC(=C1)[N+](=O)[O-])S(=O)(=O)OC1=CC=C(C=C1)C1=CN=C(S1)C=1C=NC=CC1 4-(2-(pyridin-3-yl)thiazol-5-yl)phenyl 2,4-dinitrobenzenesulfonate